O=C1NC=CC2=CC(=C3C(=C12)CCO3)C(=O)N 1-oxo-1,2,8,9-tetrahydrofurano[2,3-h]isoquinoline-6-carboxamide